F[C@H]1CN(CC[C@H]1NC1=C2C=C(N(C2=CC=C1)CC(F)(F)F)I)C N-[(3S,4R)-3-fluoro-1-methyl-4-piperidyl]-2-iodo-1-(2,2,2-trifluoroethyl)indol-4-ylamine